FC1=CC=C(C=C1)N1C(=C(C2=CC(=CC=C12)O)C#N)C(C)C (4-fluorophenyl)-5-hydroxy-2-isopropyl-1H-indole-3-carbonitrile